C(#N)C1=C(C=C(C=N1)N1C(N(C2(CCC2)C1=O)C1=CC(=C(OCCC2C[C@H]3CC[C@@H](C2)N3C(=O)OC(C)(C)C)C=C1)CC)=S)C(F)(F)F tert-Butyl (1R,3r,5S)-3-(2-(4-(7-(6-cyano-5-(trifluoromethyl)pyridin-3-yl)-8-oxo-6-thioxo-5,7-diazaspiro[3.4]octan-5-yl)-2-ethylphenoxy)ethyl)-8-azabicyclo[3.2.1]octane-8-carboxylate